N-(4-hydroxybicyclo[2.2.2]Oct-1-yl)nicotinamide OC12CCC(CC1)(CC2)NC(C2=CN=CC=C2)=O